FC1=C(C=CC(=C1)F)N1CN(C(C2=CC=C(C=C12)C(F)(F)F)=O)C1=C(NC(C=C1)=O)C 1-(2,4-difluorophenyl)-3-(2-methyl-6-oxo-1,6-dihydropyridin-3-yl)-7-(trifluoromethyl)-2,3-dihydroquinazolin-4(1H)-one